[3-(3,3-difluorocyclobutyl)phenyl]methanamine FC1(CC(C1)C=1C=C(C=CC1)CN)F